COC(=O)[C@@H]1[C@H]2C([C@H]2CN1C([C@H](C1CCOCC1)NC(=O)OC(C)(C)C)=O)(C)C (1R,2S,5S)-3-((S)-2-((tert-butyloxycarbonyl)amino)-2-(tetrahydro-2H-pyran-4-yl)acetyl)-6,6-dimethyl-3-azabicyclo[3.1.0]hexane-2-carboxylic acid methyl ester